3-bromo-2-(((cis-4-(2,3,6-trifluorophenyl)cyclohexyl)oxy)methyl)pyridine BrC=1C(=NC=CC1)CO[C@@H]1CC[C@@H](CC1)C1=C(C(=CC=C1F)F)F